2-((3-(2-(diallylamino)ethyl)-1H-indol-4-yl)oxy)-6-methyltetrahydro-2H-pyran-3,4,5-triol C(C=C)N(CCC1=CNC2=CC=CC(=C12)OC1OC(C(C(C1O)O)O)C)CC=C